dimelamine sulfate S(=O)(=O)(O)O.N1=C(N)N=C(N)N=C1N.N1=C(N)N=C(N)N=C1N